Cyclononyne C1#CCCCCCCC1